2-((4-(6-((4-Chloro-2-fluorobenzyl)oxy)pyridin-2-yl)piperidin-1-yl)methyl)-4-(ethoxy-1,1-d2)-1-methyl-1H-benzo[d]imidazole-6-carboxylic acid ClC1=CC(=C(COC2=CC=CC(=N2)C2CCN(CC2)CC2=NC3=C(N2C)C=C(C=C3OC(C)([2H])[2H])C(=O)O)C=C1)F